1-(tert-butyl) 2-methyl (2S,4S)-5-oxo-4-(2-(tosyloxy)ethoxy)pyrrolidine-1,2-dicarboxylate O=C1[C@H](C[C@H](N1C(=O)OC(C)(C)C)C(=O)OC)OCCOS(=O)(=O)C1=CC=C(C)C=C1